8-((2-(2,6-dioxopiperidin-3-yl)-1,3-dioxoisoindolin-5-yl)amino)octanoic acid O=C1NC(CCC1N1C(C2=CC=C(C=C2C1=O)NCCCCCCCC(=O)O)=O)=O